2-methoxy-3-nitro-6-(2-(trifluoromethoxy)ethoxy)pyridine COC1=NC(=CC=C1[N+](=O)[O-])OCCOC(F)(F)F